1-(5-(aminomethyl)thiophen-2-yl)-2-((6-fluoro-2-methylquinazolin-4-yl)thio)ethan-1-one hydrochloride Cl.NCC1=CC=C(S1)C(CSC1=NC(=NC2=CC=C(C=C12)F)C)=O